C(#N)C1(CC1)N(S(=O)(=O)C1=CC=C(C=C1)[N+](=O)[O-])[C@H]1CN(CC1)C=1C2=CN(N=C2C(=C(C1)F)C(=O)NC=1C=C(C=2N(C1)C=C(N2)C)F)C 4-[(3R)-3-[N-(1-cyanocyclopropyl)4-nitrobenzenesulfonamido]pyrrolidin-1-yl]-6-fluoro-N-{8-fluoro-2-methylimidazo[1,2-a]pyridin-6-yl}-2-methylindazole-7-carboxamide